(R)-N-(2-fluoro-2-methylpropyl)-6-(3-methylmorpholino)-2-(1H-pyrrolo[2,3-b]pyridin-4-yl)pyrimidin-4-amine FC(CNC1=NC(=NC(=C1)N1[C@@H](COCC1)C)C1=C2C(=NC=C1)NC=C2)(C)C